piperidine-4-Carboxylic acid tert-butyl ester hydrochloride Cl.C(C)(C)(C)OC(=O)C1CCNCC1